COC1=CC=C(C=C1)C(OCC1C(C(C(O1)N1C(NC(C=C1)=O)=O)OCCOCCCCCCCC\C=C/CCCCCCCC)O)(C1=CC=CC=C1)C1=CC=C(C=C1)OC 1-(5-[[bis(4-methoxyphenyl)(phenyl)methoxy]methyl]-4-hydroxy-3-[2-[(9Z)-octadec-9-en-1-yloxy]ethoxy]oxolan-2-yl)-3H-pyrimidine-2,4-dione